ClC1=CC(=C(C=C1)C1=CC=C(C=C1)N1CCN(CC1)CC)N1CC(CC(C1)(F)F)N1N=CC=C1C(F)F 1-{1-[4-chloro-4'-(4-ethylpiperazin-1-yl)[biphenyl]-2-yl]-5,5-difluoropiperidin-3-yl}-5-(difluoromethyl)-1H-pyrazole